N[C@@H](CCCCN)C(=O)O.C(C1=CC=CC=C1)N1C([C@@H]2[C@H](O[C@H]([C@H]1CC1=CC=CC=C1)O2)C(=O)O)=O (1S,4R,5R,7S)-3,4-dibenzyl-2-oxo-6,8-dioxa-3-azabicyclo[3.2.1]octane-7-carboxylic acid lysine salt